C(C(C)C)(C1=C(C(=CC(=C1)C)C)O)C1=C(C(=CC(=C1)C)C)O 2,2'-isobutylidene-bis(4,6-dimethylphenol)